C1(CCCCC1)NC1CCCCC1.FC=1C(=NC(=CN1)F)C#N 3,6-difluoropyrazine-2-carbonitrile dicyclohexylamine salt